(2R,3S)-5,7-dihydroxy-3-((2-(pyrrolidin-1-yl)ethyl)amino)-2-(3,4,5-trihydroxyphenyl)chroman-4-one OC1=C2C([C@H]([C@H](OC2=CC(=C1)O)C1=CC(=C(C(=C1)O)O)O)NCCN1CCCC1)=O